BrC=1C=C(C=CC1)[C@@H](C)NC1=NC(=NC2=C(C(=C(C=C12)OC)OC)CCCCCCC(=O)OC)C (R)-Methyl 7-(4-((1-(3-bromophenyl)ethyl)amino)-6,7-dimethoxy-2-methylquinazolin-8-yl)heptanoate